Cl.F\C(=C/CN)\CN1C(=NC2=C1C=CC=C2C2=CC=C(C=C2)S(=O)(=O)C)C (Z)-3-fluoro-4-(2-methyl-4-(4-(methylsulfonyl)phenyl)-1H-benzo[d]imidazol-1-yl)but-2-en-1-amine Hydrochloride